[Fe].[C].[Pt] platinum carbon iron